N-(4-(4-amino-5-(3-methoxy-4-(m-tolyloxy)phenyl)-7-methyl-7H-pyrrolo[2,3-d]pyrimidin-6-yl)phenyl)acrylamide NC=1C2=C(N=CN1)N(C(=C2C2=CC(=C(C=C2)OC=2C=C(C=CC2)C)OC)C2=CC=C(C=C2)NC(C=C)=O)C